NC1=CC=[NH+]C=C1 4-aminopyridinium